FC(S(=O)(=O)[O-])(F)F.COC=1C=C(C=CC1)[C@H]1CN(CCC1)S(=O)(=O)N1C(=[N+](C=C1)C)C (S)-1-(3-(3-methoxyphenyl)piperidin-1-ylsulfonyl)-2,3-dimethyl-1H-imidazol-3-ium trifluoromethanesulfonate